6-{[4-(2-hydroxypropan-2-yl)pyridin-2-yl]amino}-4-{[3-methoxy-4-(1-methyl-1H-1,2,4-triazol-3-yl)pyridin-2-yl]amino}-N-(2H3)methylpyridazine-3-carboxamide OC(C)(C)C1=CC(=NC=C1)NC1=CC(=C(N=N1)C(=O)NC([2H])([2H])[2H])NC1=NC=CC(=C1OC)C1=NN(C=N1)C